1-(9-ethyl-6-morpholino-8-(pyridin-4-yl)-9H-purin-2-yl)-4-phenyl-1H-pyrazole-5-carboxylic acid ethyl ester C(C)OC(=O)C1=C(C=NN1C1=NC(=C2N=C(N(C2=N1)CC)C1=CC=NC=C1)N1CCOCC1)C1=CC=CC=C1